C(C1=CC=CC=C1)OC=1C=C2C=CC(=CC2=C(C1N1S(NC(C1)=O)(=O)=O)F)OC[C@H]1CN(CC1)CC(=O)OC(C)(C)C tert-butyl 2-[(3R)-3-[[6-benzyloxy-8-fluoro-7-(1,1,4-trioxo-1,2,5-thiadiazolidin-2-yl)-2-naphthyl]oxymethyl]pyrrolidin-1-yl]acetate